C1=CC=CC=2C3=CC=CC=C3C(C12)COC(=O)N[C@@H](CCCCNC(C1=CC=C(C=C1)N=[N+]=[N-])=O)C(=O)O N2-(((9H-fluoren-9-yl)methoxy)carbonyl)-N6-(4-azidobenzoyl)-L-lysine